C(C)C(COC(O)=O)CCCC.C(C)(C)(CC)OOC(C)(C)CC tert-amyl peroxide 2-ethylhexyl-carbonate